1,2,3,4-tetra(pyridin-1-yl)butane tetrabromide [Br-].[Br-].[Br-].[Br-].N1(CC=CC=C1)CC(C(CN1CC=CC=C1)N1CC=CC=C1)N1CC=CC=C1